3-Amino-6-chloro-2-iodoisonicotinamide NC1=C(C(=O)N)C=C(N=C1I)Cl